tert-butyl-2-morpholinobenzo[d]thiazole-4-carboxylic acid C(C)(C)(C)C1=CC=C2C(N=C(S2)N2CCOCC2)=C1C(=O)O